FC1=C(C(=CC=C1)F)C1=NN2C(O[C@@H](CC2)CO)=C1C(=O)N[C@@H]1C(NC2=C(C(=N1)C1=CC=CC=C1)C=CC=C2)=O |o1:13| (5S*)-2-(2,6-Difluorophenyl)-5-(hydroxymethyl)-N-[(3S)-2-oxo-5-phenyl-1,3-dihydro-1,4-benzodiazepin-3-yl]-6,7-dihydro-5H-pyrazolo[5,1-b][1,3]oxazine-3-carboxamide